2,4-dichloro-6-(4-fluorophenyl)-8-methoxyquinazoline ClC1=NC2=C(C=C(C=C2C(=N1)Cl)C1=CC=C(C=C1)F)OC